N7-methyl-N5-((1S,2S)-2-methylcyclopropyl)-3-phenyl-2,3-dihydrobenzofuran-5,7-dicarboxamide CNC(=O)C1=CC(=CC=2C(COC21)C2=CC=CC=C2)C(=O)N[C@@H]2[C@H](C2)C